(S)-1-((2R,4R)-4-([1,1'-biphenyl]-3-yl)pyrrolidine-2-carbonyl)-N-((6-amino-2-methylpyridin-3-yl)methyl)azetidine-2-carboxamide bis-trifluoroacetate FC(C(=O)O)(F)F.FC(C(=O)O)(F)F.C1(=CC(=CC=C1)[C@H]1C[C@@H](NC1)C(=O)N1[C@@H](CC1)C(=O)NCC=1C(=NC(=CC1)N)C)C1=CC=CC=C1